(4-bromo-3-fluorophenyl)-N,N,2-trimethylpropionamide BrC1=C(C=C(C=C1)C(C(=O)N(C)C)(C)C)F